O(S(=O)(=O)C(F)(F)F)C1=CC(=C(C=C1)C1=CC=CC=C1)F fluoro-[1,1'-biphenyl]-4-yl triflate